(((2,3-dichlorobenzyl) amino) methyl)-4-methoxypicolinate methyl-5-(aminomethyl)-4-methoxypicolinate COC(C1=NC=C(C(=C1)OC)CN)=O.ClC1=C(CNCOC(C2=NC=CC(=C2)OC)=O)C=CC=C1Cl